1-isovaleroyl-4-methoxy-3,5,5-trimethylcyclohex-3-en-2,6-dione C(CC(C)C)(=O)C1C(C(=C(C(C1=O)(C)C)OC)C)=O